FC1=C(CC2(OCCC2)C#N)C=CC(=C1)F 2-(2,4-difluorobenzyl)tetrahydrofuran-2-carbonitrile